CC1=NN(C=C1NC1=NC=C(C(=N1)NCCCN1C(OCCCC1)=O)C(F)(F)F)C1CCN(CC1)C 3-(3-((2-((3-methyl-1-(1-methylpiperidin-4-yl)-1H-pyrazol-4-yl)amino)-5-(trifluoromethyl)pyrimidin-4-yl)amino)propyl)-1,3-oxazepan-2-one